C1=CC=CC2=CC3=CC=CC=C3C(=C12)OCCCCCOC1=CC(=CC(=C1)OCCCCCOC=1C2=CC=CC=C2C=C2C=CC=CC12)OCCCCCOC=1C2=CC=CC=C2C=C2C=CC=CC12 1,3,5-tris((5-(anthracen-9-yloxy)pentyl)oxy)benzene